2-(3-aminophenyl)benzoic acid NC=1C=C(C=CC1)C1=C(C(=O)O)C=CC=C1